[(3Z)-2-oxo-3-(1H-pyrrol-2-ylmethylidene)-2,3-dihydro-1H-indol-5-yl]urea O=C\1NC2=CC=C(C=C2/C1=C/C=1NC=CC1)NC(=O)N